NCC=1SC(=C(N1)C)OC1=C(C=C(C=C1)N1N=CN(C1=O)CC1=C(C=CC=C1F)F)F (4-((2-(aminomethyl)-4-methylthiazol-5-yl)oxy)-3-fluorophenyl)-4-(2,6-difluorobenzyl)-2,4-dihydro-3H-1,2,4-triazol-3-one